C(C=C)(=O)N1[C@@H](CN(CC1)C1=NC(=NC=2C[C@H](CCC12)N1C[C@H](C2=CC=CC=C12)C)OCCN1CCOCC1)CC#N ((R)-1-Acryloyl-4-((S)-7-((S)-3-methylindolin-1-yl)-2-(2-morpholinoethoxy)-5,6,7,8-tetrahydroquinazolin-4-yl)piperazin-2-yl)acetonitrile